C(C)(C)C1=NC=CC(=C1)B(O)O 2-(ISOPROPYL)PYRIDINE-4-BORONIC ACID